2-methoxyethyl (1S,2R,5R)-3-((6-(cyclohexyloxy)pyridin-3-yl)sulfonyl)-2-(hydroxycarbamoyl)-3,8-diazabicyclo[3.2.1]octane-8-carboxylate C1(CCCCC1)OC1=CC=C(C=N1)S(=O)(=O)N1[C@H]([C@@H]2CC[C@H](C1)N2C(=O)OCCOC)C(NO)=O